O=C1NC(CCC1N1C(C2=CC=C(C(=C2C1)F)C=1CCN(CC1)C(=O)OC(C)(C)C)=O)=O tert-butyl 4-[2-(2,6-dioxo-3-piperidyl)-4-fluoro-1-oxo-isoindolin-5-yl]-3,6-dihydro-2H-pyridine-1-carboxylate